CN1N=CC=2C(=NC=CC21)C=O (1-methyl-1H-pyrazolo[4,3-c]pyridin-4-yl)methanone